2-(4-(5-chloro-2-(4-chloro-1H-1,2,3-triazol-1-yl)phenyl)-2,5-dioxapiperazin-1-yl)-3-(1-(difluoromethyl)-1H-pyrazol-3-yl)propionic acid ClC=1C=CC(=C(C1)N1CON(CO1)C(C(=O)O)CC1=NN(C=C1)C(F)F)N1N=NC(=C1)Cl